2-oxa-5-azabicyclo[4.1.0]heptane C12OCCNC2C1